O1C=COC2=NC=CC=C21 [1,4]dioxino[2,3-b]pyridine